C(C(=O)[O-])(=O)[O-].[Al+3].C(C)(=O)[O-].[Al+3].NCCNCCC[Si](OC)(OC)OC N-(2-Aminoethyl)(3-aminopropyl)trimethoxysilane aluminum acetate aluminum oxalate